(4-(2,6-dichlorophenyl)piperazin-1-yl)(5,5-dioxido-4H-thieno[3,2-c]thiochromen-2-yl)methanone ClC1=C(C(=CC=C1)Cl)N1CCN(CC1)C(=O)C1=CC=2CS(C=3C=CC=CC3C2S1)(=O)=O